1,1-Diethoxybutan C(C)OC(CCC)OCC